3-((3,3,4,4,5,5-hexafluorohexyl)oxy)-4-(1-methyl-1,2,5,6-tetrahydropyridin-3-yl)-1,2,5-thiadiazole FC(CCOC1=NSN=C1C=1CN(CCC1)C)(C(C(C)(F)F)(F)F)F